p-(methyldiethoxysilyl)acetophenone C[Si](C1=CC=C(C=C1)C(C)=O)(OCC)OCC